ClC=1C(=NN(C1)C=1C=CC(=C(O\C(\C(=O)OC)=C/OC)C1)C)C(C)C methyl (Z)-2-[5-(4-chloro-3-isopropyl-pyrazol-1-yl)-2-methyl-phenoxy]-3-methoxy-prop-2-enoate